FC(C=1C=C(C=C(C1)C(F)(F)F)O)(F)F 3,5-bistrifluoromethylphenol